(R)-2-(2-chloro-6-methyl-7H-pyrrolo[2,3-d]pyrimidine-7-yl)-7-ethyl-6,7-dihydro-5H-cyclopenta[b]pyridin-7-ol ClC=1N=CC2=C(N1)N(C(=C2)C)C2=CC=C1C(=N2)[C@@](CC1)(O)CC